F[C@H]1C[C@H](N2N=C(N=C21)S(=O)COC)C2=CC=CC=C2 (5S,7S)-7-fluoro-2-(methoxymethylsulfinyl)-5-phenyl-6,7-dihydro-5H-pyrrolo[1,2-b][1,2,4]triazole